Natrium hydrogen-carbonat C(O)([O-])=O.[Na+]